FC(C1=CC=C(C=C1)CCS(=O)(=O)N(C)C)(F)F 2-(4-trifluoromethylphenyl)-N,N-dimethylaminosulfonylethane